4,4'-butylene-bis(6-t-butyl-m-cresol) C(CCCC=1C(=CC(=C(C1)C(C)(C)C)O)C)C=1C(=CC(=C(C1)C(C)(C)C)O)C